CN1C(SCN(C1)C)=S 3,5-di-methyl-2H-1,3,5-thiadiazine-2-thione